N-(3-cyanophenyl)acetamide C(#N)C=1C=C(C=CC1)NC(C)=O